C1(CCCCCCCCCCC1)=C1CC(=C(C=C1)O)C=1C(=CC=CC1)O 4'-(cyclododecylidene)-biphenol